C1(=CC=CC2=CC=CC=C12)C(=O)C1=CN(C2=CC=CC=C12)CCCCC#N 5-(3-(1-naphthoyl)-1H-indol-1-yl)pentanenitrile